[6-(3-cyclopropyl-1,2,4-triazol-1-yl)-2-azaspiro[3.3]heptan-2-yl]-[6-[[1-(2,2,2-trifluoroethyl)tetrazol-5-yl]methyl]-2,6-diazaspiro[3.3]heptan-2-yl]methanone C1(CC1)C1=NN(C=N1)C1CC2(CN(C2)C(=O)N2CC3(C2)CN(C3)CC3=NN=NN3CC(F)(F)F)C1